CC1=CC=C(C=C1)NC(=NC1=CC=CC=C1)N N-(4-methylphenyl)-N''-phenyl-guanidine